lithium difluorophosphate (bis(oxalate)) C(C(=O)O)(=O)[O-].C(C(=O)O)(=O)O.P(=O)(O)(F)F.[Li+]